1-(4-methoxyphenyl)-9H-pyrido[3,4-b]Indole-3-carboxylic acid COC1=CC=C(C=C1)C1=NC(=CC2=C1NC1=CC=CC=C21)C(=O)O